4-(6-(1-Methyl-2-oxo-1,2-dihydropyridin-3-yl)-6-(2,3,5-trifluorophenyl)hex-1,3-diyn-1-yl)-1H-pyrrole CN1C(C(=CC=C1)C(CC#CC#CC=1C=CNC1)C1=C(C(=CC(=C1)F)F)F)=O